FC=1C=C(CN2C=NC(=C2)C(=O)OCC)C=C(C1)F ethyl 1-(3,5-difluorobenzyl)-1H-imidazole-4-carboxylate